(methyl)phosphinic acid CP(O)=O